trans-3-[(3S)-2-[4-[(2,7-dimethylimidazo[1,2-b]pyridazin-6-yl)methyl]cyclohexanecarbonyl]isoxazolidin-3-yl]-5-fluoro-benzonitrile CC=1N=C2N(N=C(C(=C2)C)C[C@@H]2CC[C@H](CC2)C(=O)N2OCC[C@H]2C=2C=C(C#N)C=C(C2)F)C1